C[C@H](C1=CC(=CC=C1)OC)N=C=O (r)-(+)-1-(3-methoxyphenyl)ethyl isocyanate